C(CCCCCCCCCCCCCCC)(=O)[O-].C(CCCCCCCCCCCCCCC)(=O)[O-].C(CCCCCCCCCCCCCCC)(=O)[O-].[K+].[K+].[K+] potassium tripalmitate